Cl.NCC(=O)OCC=1SC(=NN1)C1=CC=C(C=C1)N1CCC(CC1)OC1=C(C=CC(=C1)F)Cl (5-(4-(4-(2-chloro-5-fluorophenoxy)piperidin-1-yl)phenyl)-1,3,4-thiadiazol-2-yl)methyl glycinate hydrochloride